(4-((2-fluorophenyl)amino)-6-(4-phenylpiperazine-1-carbonyl)pyridin-2-yl)carbamic acid tert-butyl ester C(C)(C)(C)OC(NC1=NC(=CC(=C1)NC1=C(C=CC=C1)F)C(=O)N1CCN(CC1)C1=CC=CC=C1)=O